NC=1SC(=C(C1C#N)C1CNC1)C(F)(F)F 2-Amino-4-(azetidin-3-yl)-5-(trifluoromethyl)thiophene-3-carbonitrile